ClC1=CC2=C(N=CN(C2=O)[C@H](CO)C)C(=N1)C=1C=NC=CC1 (S)-6-chloro-3-(1-hydroxypropan-2-yl)-8-(pyridin-3-yl)pyrido[3,4-d]Pyrimidin-4(3H)-one